2-cyclopentyl-N-(5-(6-(3-methoxy-4-(4-methylpiperazine-1-carbonyl)phenyl)pyrazin-2-yl)thiophen-3-yl)acetamide C1(CCCC1)CC(=O)NC1=CSC(=C1)C1=NC(=CN=C1)C1=CC(=C(C=C1)C(=O)N1CCN(CC1)C)OC